3-((4-(furan-2-carbonyl)piperazin-1-yl)methyl)-6,7-dimethoxy-3-methylisochroman-4-one O1C(=CC=C1)C(=O)N1CCN(CC1)CC1(OCC2=CC(=C(C=C2C1=O)OC)OC)C